tert-butyl-5-[3-[2-(4-tert-butoxy-4-oxo-butanoyl)-4-fluoro-6-methoxy-benzothiophen-5-yl]oxypropoxy]-4-fluoro-6-methoxy-isoindoline-2-carboxylate C(C)(C)(C)OC(=O)N1CC2=CC(=C(C(=C2C1)F)OCCCOC=1C(=CC2=C(C=C(S2)C(CCC(=O)OC(C)(C)C)=O)C1F)OC)OC